ClC=1C=C(C=C(C1OC=1C=C2C(=CC(=NC2=CC1)C1=NC=C(C=C1)F)C)Cl)N1N=CC(NC1=O)=O 2-(3,5-Dichloro-4-((4-methyl-2-(5-fluoropyridin-2-yl)quinolin-6-yl)oxy)phenyl)-3,5-dioxo-2,3,4,5-tetrahydro-1,2,4-triazine